(5-(2-fluorophenyl)-1-((5-(isopropylthio)pyridin-3-yl)sulfonyl)-1H-pyrrol-3-yl)methanol FC1=C(C=CC=C1)C1=CC(=CN1S(=O)(=O)C=1C=NC=C(C1)SC(C)C)CO